tert-butyl N-[[5-(dimethylcarbamoyl)-1-(1,1-dioxothiolan-3-yl)pyrazol-3-yl]methyl]carbamate CN(C(=O)C1=CC(=NN1C1CS(CC1)(=O)=O)CNC(OC(C)(C)C)=O)C